4-(2',4'-dimethoxyphenyl-fluorenylmethoxycarbonyl-aminomethyl)-phenoxyacetamido-methylbenzenemethylamine COC1=C(C=CC(=C1)OC)C(C1=CC=C(OCC(=O)NC=2C(=C(C=CC2)CN)C)C=C1)(N)C(=O)OCC1=CC=CC=2C3=CC=CC=C3CC12